OC1(CCN(CC1)C(=O)OC(C)(C)C)C(C)C tert-butyl 4-hydroxy-4-isopropylpiperidine-1-carboxylate